C(C)N1CCN(CC1)CC=1C=CC(=NC1)NC1=NC=C(C(=N1)C=1C=C2C3(CN(C(C2=CC1)=O)C)CCCC3)F 6'-(2-((5-((4-Ethylpiperazin-1-yl)methyl)pyridin-2-yl)amino)-5-fluoropyrimidin-4-yl)-2'-methyl-2',3'-dihydro-1'H-spiro[cyclopentane-1,4'-isoquinolin]-1'-one